C(#N)C=1C=C(C=CC1)C=1N=C(SC1C1=CC(=NC(=C1)C)C)NC(=O)N1CC(NCC1)(C)C N-[4-(3-Cyanophenyl)-5-(2,6-dimethyl-4-pyridyl)thiazol-2-yl]-3,3-dimethyl-piperazin-1-carboxamid